C1(CC1)OC1=C(C=C(C=C1)C(C)=O)[N+](=O)[O-] 1-(4-Cyclopropoxy-3-nitrophenyl)ethan-1-one